1-(1-((3S,4R)-3-fluorotetrahydropyran-4-yl)-1H-triazol-4-yl)-methane F[C@@H]1COCC[C@H]1N1N=NC(=C1)C